CC1=C(C(=C(C1([Hf](C1(C=CC2=CC=3CC(CC3C=C12)(C)C)CC)(C)C)C)C)C)C Pentamethylcyclopentadienyl-dimethyl-(1-ethyl-6,6-dimethyl-1,5,6,7-tetrahydro-s-indacenyl)hafnium